N-((1-(6-(2-hydroxyphenyl)pyridazin-4-yl)-4-phenylpiperidin-4-yl)methyl)-2-azabicyclo[4.1.0]heptane-5-carboxamide OC1=C(C=CC=C1)C1=CC(=CN=N1)N1CCC(CC1)(C1=CC=CC=C1)CNC(=O)C1CCNC2CC12